C(C)N(CC)CC1=C(C(=O)O)C=C(C=C1)[N+](=O)[O-] 2-((diethylamino)methyl)-5-nitrobenzoic acid